CSC(C(C)N1N=CC(=C1C(F)(F)F)C(O)=S)C 1-(3-(methylthio)butan-2-yl)-5-trifluoromethyl-1H-pyrazole-4-thiocarboxylic acid